[Ru](Cl)Cl.C1(=CC=C(C=C1)C)C(C)C para-cymene ruthenium (II) dichloride